CC[C@H](C)[C@@H](C(=O)N[C@@H](C)C(=O)NCC(=O)N[C@@H](CC1=CC=CC=C1)C(=O)N[C@@H](CC[C@H](CN)O[C@H]2[C@@H]([C@H]([C@H]([C@H](O2)CO)O)O)O)C(=O)NCC(=O)N[C@@H](CCC(=O)O)C(=O)N[C@@H](CCC(=O)N)C(=O)NCC(=O)N3CCC[C@H]3C(=O)N[C@@H](CCCCN)C(=O)NCC(=O)N[C@@H](CCC(=O)O)C(=O)N[C@@H]([C@@H](C)O)C(=O)O)NC(=O)CN The molecule is a fifteen-membered glycopeptide comprising glycyl, isoleucyl, alanyl, glycyl, phenylalanyl, (5R)-5-(beta-D-galactopyranosyloxy)lysyl, glycyl. alpha-glutamyl, glutaminyl, glycyl, prolyl, lysyl, glycyl, alpha-glutamyl and threonine residues coupled in sequence. It has a role as an epitope.